C/C(=C\C)/C=1C=C(C(=NC1)[N+](=O)[O-])F 5-[(2E)-but-2-en-2-yl]-3-fluoro-2-nitropyridine